CC1=NC=CC(=C1)C1(CC=2C3=C(NC2C=C1)N=CN=C3N[C@@H]3CC[C@H](CC3)N3CCOCC3)C3=CC=NC=C3 6-(2-methyl-4-pyridinyl)-N-(trans-4-morpholinocyclohexyl)-6-(pyridin-4-yl)-9H-pyrimido[4,5-b]indol-4-amine